C(#C)N1C(C=CC=C1)C1=C(N)C=CC=C1 2-(1-ethynyl-pyridyl)aniline